CC(CN(CC(C)C)CC1=CC=C(C=C1)B(O)O)C (4-([BIS(2-METHYLPROPYL)AMINO]METHYL)PHENYL)BORANEDIOL